(5-fluoropyridin-2-yl)-6-methyl-4-(5-(methyl-d3)-1,2,4-oxadiazol-3-yl)picolinamide FC=1C=CC(=NC1)C=1C(=NC(=CC1C1=NOC(=N1)C([2H])([2H])[2H])C)C(=O)N